acryl isopropyl phosphate P(=O)(OC(=O)C=C)(OC(C)C)[O-]